Cl.NC[C@@H](CCl)O (2S)-1-amino-3-chloro-propan-2-ol hydrochloride